C(C1=CC=CC=C1)(C1=CC=CC=C1)NS(=O)(=O)C1=CC=C(C)C=C1 N-(Benzhydryl)-p-Toluenesulfonamide